O=C1NC(CCC1N1C(C2=CC=C(C=C2C1=O)NS(=O)(=O)C1=CC(=CC=C1)C(F)(F)F)=O)=O N-(2-(2,6-dioxopiperidin-3-yl)-1,3-dioxoisoindolin-5-yl)-3-(trifluoro-methyl)benzene-sulfonamide